3-methyl-2-oxo-1,4-dihydroquinoline CC1C(NC2=CC=CC=C2C1)=O